N-(3-(3-methoxyphenoxy)phenyl)acrylamide COC=1C=C(OC=2C=C(C=CC2)NC(C=C)=O)C=CC1